N-[4-[(3-methoxy-7-morpholino-1,6-naphthyridin-5-yl)oxy]cyclohexyl]-5-methyl-pyridin-2-amine COC=1C=NC2=CC(=NC(=C2C1)OC1CCC(CC1)NC1=NC=C(C=C1)C)N1CCOCC1